CC1=NC=CC=C1NS(=O)(=O)C1=CC=C(C=C1)NC(NCC=1C=NC=CC1)=O 3-{4-[(2-methylpyridin-3-yl)sulfamoyl]phenyl}-1-(pyridin-3-ylmethyl)urea